3-hydroxy-4-methoxypyridine-2-carboxylic acid OC=1C(=NC=CC1OC)C(=O)O